N1C(COCC1)COC1=CC=C(C=C1)C=1C=C(C(NC1C(F)(F)F)=O)C(=O)N 5-(4-(Morpholin-3-ylmethoxy)phenyl)-2-oxo-6-(trifluoromethyl)-1,2-dihydropyridin-3-carboxamide